N-(2-chloro-5-nitropyrimidin-4-yl)-1,4-dioxa-8-azaspiro[4.5]decan-8-amine ClC1=NC=C(C(=N1)NN1CCC2(OCCO2)CC1)[N+](=O)[O-]